FC12CC(C1)(C2)C(=O)NC=2C=CC(=NC2)C=2N=NN(C2NC(O[C@H](C)C=2C(=NC=CC2)F)=O)C (R)-1-(2-fluoropyridin-3-yl)ethyl (4-(5-(3-fluorobicyclo[1.1.1]pentane-1-carboxamido)pyridin-2-yl)-1-methyl-1H-1,2,3-triazol-5-yl)carbamate